(cis)-6-benzyl 1-tert-butyl 3-(hydroxy methyl)hexahydro-1H-pyrrolo[2,3-c]pyridine-1,6(2H)-dicarboxylate OCC1CN(C2CN(CCC21)C(=O)OCC2=CC=CC=C2)C(=O)OC(C)(C)C